C(C=C)(=O)O.C(C=C)(=O)O.OCC(O)CO.OCC(O)CO.OCC(O)CO Triglycerol diacrylate